C1(=CC=CC=C1)N1N=C(C(C1C1=C(C(=NO1)C)[N+](=O)[O-])C1=CC=CC=C1)C=1SC=CC1 5-(1,4-diphenyl-3-(thiophen-2-yl)-4,5-dihydro-1H-pyrazol-5-yl)-3-methyl-4-nitroisoxazole